[C@@H]1([C@H](O)[C@H](O)[C@H](O1)CO)N1C2=NC=NC(=C2N=C1)N(C(=O)N[C@@H]([C@H](O)C)C(=O)O)C N-((9-beta-D-ribofuranosylpurine-6-yl)N-methyl-carbamoyl)threonine